ClC1=CC2=C(C=N1)C(=NN2C2=C(C=CC(=C2)Cl)OC)N2CCNCC2 6-chloro-1-(5-chloro-2-methoxyphenyl)-3-(piperazin-1-yl)-1H-pyrazolo[4,3-c]pyridine